C(=CCC)OC1=CC=C(C=C1)N=NC1=CC=C(C=C1)C 1-(4-((1-butene-1-yl)oxy)phenyl)-2-(p-tolyl)diazene